benzyl 3-((1,3-dioxoisoindolin-2-yl) methyl)-5-methyl-4-oxopiperidine-1-carboxylate O=C1N(C(C2=CC=CC=C12)=O)CC1CN(CC(C1=O)C)C(=O)OCC1=CC=CC=C1